1-(3-aminophenyl)-N-(tetrahydro-2H-pyran-4-yl)piperidin-4-amine NC=1C=C(C=CC1)N1CCC(CC1)NC1CCOCC1